1,3-diethylquinazoline-2,4-dione C(C)N1C(N(C(C2=CC=CC=C12)=O)CC)=O